ditertiary butyl selenide C(C)(C)(C)[Se]C(C)(C)C